S(=O)(=O)(OC(CCC(C)C)CCCCCCCCCO)O 14-hydroxy-2-methyltetradecan-5-yl Hydrogen Sulfate